N1(C=NC=C1)C(=O)C=1C(=NOC1C)C1=CC=CC=C1 imidazol-1-yl-(5-methyl-3-phenyl-isoxazol-4-yl)methanone